N2-(2,4-bistrifluoromethylbenzyl)-N3-(3,4-difluorophenyl)quinoxaline-2,3-diamine FC(C1=C(CNC2=NC3=CC=CC=C3N=C2NC2=CC(=C(C=C2)F)F)C=CC(=C1)C(F)(F)F)(F)F